(3S,5S,6R)-3-[(5-fluoro-1-hydroxy-3H-2,1-benzoxaborol-6-yl)methyl]-5,6-diphenylmorpholin-2-one FC=1C(=CC2=C(COB2O)C1)C[C@@H]1N[C@H]([C@H](OC1=O)C1=CC=CC=C1)C1=CC=CC=C1